[Si](C)(C)(C(C)(C)C)OC=1C=C2C(=NN(C2=CC1)C1OCCCC1)N1N=C(N=C1)CCCOCC[C@H](C)CS(=O)(=O)[O-] [(1S)-3-[3-[1-[5-[tert-butyl(dimethyl)silyl]oxy-1-tetrahydropyran-2-yl-indazol-3-yl]-1,2,4-triazol-3-yl]propoxy]-1-methyl-propyl]methanesulfonate